NC=1C2=C(N=CN1)N(C(=C2C2=CC=C(C=C2)OC2=NC(=CC=C2)C)C2CCN(CC2)C(C(=C)C)=O)C 1-(4-(4-amino-7-methyl-5-(4-((6-methylpyridin-2-yl)oxy)phenyl)-7H-pyrrolo[2,3-d]pyrimidin-6-yl)piperidin-1-yl)-2-methylprop-2-en-1-one